6-((3,4-dihydroisoquinolin-2(1H)-yl)methyl)pyrimidine-2,4(1H,3H)-dione C1N(CCC2=CC=CC=C12)CC1=CC(NC(N1)=O)=O